C(C)N(CCCNC(=O)C1=CC2=C(N(C(=N2)NC=2SC3=C(N2)C=CC(=C3)OC(F)(F)F)C)C=C1)CC 1-Methyl-2-(6-trifluoromethoxy-benzothiazol-2-ylamino)-1H-benzoimidazole-5-carboxylic acid (3-diethylamino-propyl)-amide